4-[4,5-Dicarboxy-2-[6-[4-[(E)-3-(4-fluorophenyl)-3-oxoprop-1-enyl]phenoxy]hexoxy]phenyl]-5-[6-[4-[(E)-3-(4-fluorophenyl)-3-oxoprop-1-enyl]phenoxy]hexoxy]phthalic acid C(=O)(O)C1=CC(=C(C=C1C(=O)O)C=1C=C(C(C(=O)O)=CC1OCCCCCCOC1=CC=C(C=C1)\C=C\C(=O)C1=CC=C(C=C1)F)C(=O)O)OCCCCCCOC1=CC=C(C=C1)\C=C\C(=O)C1=CC=C(C=C1)F